ClC=1C(=NC=CC1C1=C(N=C(C=2N1N=CC2)N2CCC1(CC2)[C@@H](C2=CC=C(C=C2C1)F)N[S@](=O)C(C)(C)C)C)C (R)-N-[(1S)-1'-[7-(3-chloro-2-methyl-4-pyridyl)-6-methyl-pyrazolo[1,5-a]pyrazin-4-yl]-5-fluoro-spiro[indane-2,4'-piperidine]-1-yl]-2-methyl-propane-2-sulfinamide